(S)-4-(2-acetyl-7,10-dioxo-6-(4-(trifluoromethyl)benzyl)-2,6,9-triazaspiro[4.5]decan-9-yl)-3-fluorobenzonitrile C(C)(=O)N1C[C@]2(CC1)N(C(CN(C2=O)C2=C(C=C(C#N)C=C2)F)=O)CC2=CC=C(C=C2)C(F)(F)F